N-(1-(4-chlorophenyl)-2,2,2-trifluoroethyl)-2-methoxy-[1,2,4]triazolo[1,5-a]pyridine-7-sulfonamide ClC1=CC=C(C=C1)C(C(F)(F)F)NS(=O)(=O)C1=CC=2N(C=C1)N=C(N2)OC